ClCC(=O)NCC(=O)OCC Ethyl (2-chloroacetyl)glycinate